3-fluoro-para-aminobenzoic acid FC=1C=C(C(=O)O)C=CC1N